methyl valinate (methyl valerate) CC(C(=O)O)CCC.N[C@@H](C(C)C)C(=O)OC